C(CCC)NC(CCCCCCCCCCCCCCC(=O)NCC(=O)O)=O (16-(butylamino)-16-oxohexadecanoyl)glycine